N-(fluoranthene-3-yl)maleimide tert-Butyl-(4-(aminomethyl)-3,5-dimethylbenzyl)carbamate C(C)(C)(C)N(C(O)=O)CC1=CC(=C(C(=C1)C)CN)C.C1=CC(=C2C=CC=C3C4=CC=CC=C4C1=C23)N2C(C=CC2=O)=O